ClC=1C(N(C(=CC1OC([2H])([2H])C1=NC=C(C=C1F)F)C)C1=CC(=NC=C1C)C=1SC=C(N1)C(C)(C)O)=O (S)-3-chloro-4-((3,5-difluoropyridin-2-yl)methoxy-d2)-2'-(4-(2-hydroxypropan-2-yl)thiazol-2-yl)-5',6-dimethyl-2H-[1,4'-bipyridin]-2-one